N-[(1R)-1-(3-cyclopropyl-4-fluorophenyl)ethyl]-6-methoxy-2-methylpyrido[3,4-d]pyrimidin C1(CC1)C=1C=C(C=CC1F)[C@@H](C)N1C(N=CC2=C1C=NC(=C2)OC)C